BrC1=CN(C(C2=CC=CC(=C12)[N+](=O)[O-])=O)C 4-Bromo-2-methyl-5-nitro-2H-isoquinolin-1-one